(2-{2-[(3-aminopropyl)(methyl)amino]ethoxy}ethyl)dimethylamine NCCCN(CCOCCN(C)C)C